Cl.Cl.Cl.N1(CCC1)CC(C(=O)O)CC 2-(azetidin-1-ylmethyl)butyric acid trihydrochloride